NC1=NC=2C=CC=CC2C2=C1N=C(N2CCCCNC(=O)N2CCOCC2)CCC N-[4-(4-amino-2-propyl-1H-imidazo[4,5-c]quinolin-1-yl)butyl]morpholine-4-carboxamide